ClC1=CC=C(C=C1)C(C(=O)N)NC1CCN(CC1)C (4-chlorophenyl)-2-((1-methylpiperidin-4-yl)amino)acetamide